ClC=1N=C(C2=C(N1)C=CN2C)OCC=2C=NC(=C(C2)F)C=2N(C=C(N2)C(F)(F)F)C2CC2 2-chloro-4-[[6-[1-cyclopropyl-4-(trifluoromethyl)imidazol-2-yl]-5-fluoro-3-pyridyl]methoxy]-5-methyl-pyrrolo[3,2-d]pyrimidine